2,5-dibromo-3-chloro-pyridine BrC1=NC=C(C=C1Cl)Br